tert-Butyl 7-{1-[1-(2-{2-[4-(tert-butoxycarbonyl)phenyl]ethoxy}ethyl)-4-methyl-1H-benzotriazol-5-yl]-3-ethoxy-3-oxopropyl}-3,4-dihydroisoquinoline-2(1H)-carboxylate C(C)(C)(C)OC(=O)C1=CC=C(C=C1)CCOCCN1N=NC2=C1C=CC(=C2C)C(CC(=O)OCC)C2=CC=C1CCN(CC1=C2)C(=O)OC(C)(C)C